2-(phenylcarbonothioylthio)-propanoic acid C1(=CC=CC=C1)C(=S)SC(C(=O)O)C